sodium tetra(trifluoromethyl)borate FC(F)(F)[B-](C(F)(F)F)(C(F)(F)F)C(F)(F)F.[Na+]